CC1(NC(CC(C1)NC1=CC=C(N=N1)C1=C(C=CC=C1)O)(C)C)C 2-(6-(2,2,6,6-tetramethylpiperidin-4-ylamino)-pyridazin-3-yl)phenol